OC1(CCC(CC1)OC1=NC(=CC(=C1)C=1C=C(C=CC1C)NC(=O)N1C[C@@H](CC1)CC(F)(F)F)N1CCOCC1)C (3S)-N-(3-[2-[(4-hydroxy-4-methylcyclohexyl)oxy]-6-(morpholin-4-yl)pyridin-4-yl]-4-methylphenyl)-3-(2,2,2-trifluoroethyl)pyrrolidine-1-carboxamide